(4,5,6,7-tetrahydro-1H-indazol-5-yl)methylamine N1N=CC=2CC(CCC12)CN